16-hydroxy-16-methyl-5-(4-piperazin-1-ylanilino)-2,4,6,10,21-pentazatetracyclo[15.3.1.02,10.03,8]henicosa-1(21),3,5,7,12,17,19-heptaen-9-one OC1(CCC=CCN2C(C3=CN=C(N=C3N2C=2C=CC=C1N2)NC2=CC=C(C=C2)N2CCNCC2)=O)C